6-(6,9-dioxo-8-phenyl-5-(4-(trifluoromethyl)benzyl)-2,5,8-triazaspiro[3.5]nonan-2-yl)nicotinonitrile O=C1N(C2(CN(C2)C2=NC=C(C#N)C=C2)C(N(C1)C1=CC=CC=C1)=O)CC1=CC=C(C=C1)C(F)(F)F